C(C1=CC=CC=C1)C1=C(OCCN2CC(N(C(C2)C)C)C)C=CC(=C1)C 4-(2-(2-Benzyl-4-methylphenoxy)ethyl)-1,2,6-trimethylpiperazine